N,N-dimethyl-2-(4-nitro-1H-pyrazol-1-yl)ethan-1-amine CN(CCN1N=CC(=C1)[N+](=O)[O-])C